2-amino-N-(3,4-dihydroxyphenylethyl)propionamide NC(C(=O)NCCC1=CC(=C(C=C1)O)O)C